BrC=1C=C(C=C(C1)Br)[Si](C1=CC=CC=C1)(C1=CC=CC=C1)C1=CC(=CC(=C1)Br)Br bis-(3,5-dibromophenyl)-diphenylsilane